ClC=1C=CC(=NC1)CN1C(C2=CC(=CC=C2C1(C1=CC=C(C=C1)OC(F)(F)F)O)C(C)(C)O)=O 2-[(5-Chloropyridin-2-yl)methyl]-3-hydroxy-6-(2-hydroxypropan-2-yl)-3-[4-(trifluoromethoxy)phenyl]-2,3-dihydro-1H-isoindol-1-one